ClC1=CC=C(S1)C(C)=O 1-(5-chlorothiophene-2-yl)ethan-1-one